Ethyl m-(8-chloro-1-hydroxy-1,2-dihydro-2,3,7-triaza-1-bora-2-naphthyl)benzoate ClC=1N=CC=C2C=NN(B(C12)O)C=1C=C(C(=O)OCC)C=CC1